N-{[4-(1-methyl-1H-pyrazol-4-yl)phenyl]methyl}-6-(7-{3-[(oxetan-3-yl)amino]propoxy}imidazo[1,2-a]pyridin-3-yl)pyrimidin-4-amine CN1N=CC(=C1)C1=CC=C(C=C1)CNC1=NC=NC(=C1)C1=CN=C2N1C=CC(=C2)OCCCNC2COC2